2,2-Difluorocyclopropyl-methanol FC1(C(C1)CO)F